perfluoropropionic acid FC(C(=O)O)(C(F)(F)F)F